C([C@H]1[C@@H](C(=O)[O-])CCCC1)(=O)[O-].[Ca+2] calcium cis-hexahydrophthalate